The molecule is a precorrin carboxylic acid anion obtained by global deprotonation of the carboxy groups of cob(I)yrinate a,c diamide. It is the major microspecies at pH 7.3 (according to Marvin v 6.2.0.). It is a conjugate base of a cob(I)yrinic acid a,c diamide. C/C/1=C/2\\[C@@]([C@@H](C(=N2)/C=C\\3/C([C@@H](C(=N3)/C(=C\\4/[C@]([C@H]([C@@H]([N-]4)[C@]5([C@@]([C@@H](C1=N5)CCC(=O)[O-])(C)CC(=O)N)C)CC(=O)[O-])(C)CCC(=O)[O-])/C)CCC(=O)[O-])(C)C)CCC(=O)[O-])(C)CC(=O)N.[Co]